isoindoline-1,3-diol C1(NC(C2=CC=CC=C12)O)O